2-(2-oxo-2-phenylethyl)-2,3-dihydro-1H-isoindole-1,3-dione O=C(CN1C(C2=CC=CC=C2C1=O)=O)C1=CC=CC=C1